4-(4-amino-6-(2-fluoro-4-(2-fluoroacrylamido)phenyl)pyrazolo[5,1-f][1,2,4]triazin-5-yl)-N-(bicyclo[1.1.1]pentan-1-yl)-2-methoxybenzamide NC1=NC=NN2C1=C(C(=N2)C2=C(C=C(C=C2)NC(C(=C)F)=O)F)C2=CC(=C(C(=O)NC13CC(C1)C3)C=C2)OC